6-(4-chlorophenyl)-N-[(cis)-2-hydroxy-2-methylcyclopentyl]-2-(1-methyl-1H-pyrazol-4-yl)-3-oxo-2,3-dihydropyridazine-4-carboxamide ClC1=CC=C(C=C1)C=1C=C(C(N(N1)C=1C=NN(C1)C)=O)C(=O)N[C@H]1[C@@](CCC1)(C)O